vinyl tridecanoate C(CCCCCCCCCCCC)(=O)OC=C